2,4-di-t-butyl-6-(5-chloro-2H-1,2,3-benzotriazol-2-yl)phenol C(C)(C)(C)C1=C(C(=CC(=C1)C(C)(C)C)N1N=C2C(=N1)C=CC(=C2)Cl)O